N-(2-((2-methoxyethoxy)methoxy)-5-(1-oxo-6-(2-(pyrimidin-2-yl)-4-(trifluoromethyl)phenyl)-3,4-dihydroisoquinolin-2(1H)-yl)phenyl)methanesulfonamide COCCOCOC1=C(C=C(C=C1)N1C(C2=CC=C(C=C2CC1)C1=C(C=C(C=C1)C(F)(F)F)C1=NC=CC=N1)=O)NS(=O)(=O)C